6-Chloro-1-isobutyl-1H-pyrazolo[4,3-c]pyridine ClC1=CC2=C(C=N1)C=NN2CC(C)C